ClC=1C=NC(=NC1)OC1=C(C=CC=C1)C1=CC=C(C=C1)Cl 5-chloro-2-[(4'-chloro[1,1'-biphenyl]-2-yl)oxy]-pyrimidine